SCC1=CC=C(C=C1)C(O)C(C)(CO)C [4-(mercaptomethyl)phenyl]neopentyl glycol